1-(4-Isopropyl-3,4-dihydroquinoxalin-1(2H)-yl)-2-(4-methylpiperazin-1-yl)propan-1-one C(C)(C)N1CCN(C2=CC=CC=C12)C(C(C)N1CCN(CC1)C)=O